N1=CN=C(C2=C1NC=C2)N2CCC1CCN(CC1C2)C#N 7-(7H-pyrrolo[2,3-d]pyrimidin-4-yl)-3,4,4a,5,6,8-hexahydro-1H-2,7-naphthyridine-2-carbonitrile